tert-butyl 5-formyl-6-(((trifluoromethyl) sulfonyl) oxy)-3,4-dihydroisoquinoline-2(1H)-carboxylate C(=O)C1=C2CCN(CC2=CC=C1OS(=O)(=O)C(F)(F)F)C(=O)OC(C)(C)C